C(C)(C)(C)OC(=O)N1CCCC(=C1)C1=CC=C2C(=N1)SC(=C2)C(NC=2C=C(C=1N(C2)C=C(N1)C)F)=O 5-[2-[(8-fluoro-2-methyl-imidazo[1,2-a]pyridin-6-yl)carbamoyl]thieno[2,3-b]pyridin-6-yl]-3,4-dihydro-2H-pyridine-1-carboxylic acid tert-butyl ester